C(C1=CC=CC=C1)C1=C(OCCN2CCN(CC2)C)C=CC=C1C 1-(2-(2-Benzyl-3-methylphenoxy)ethyl)-4-methylpiperazine